[Cl-].FC1(CC(C1)C=1C=CC(=NC1)[C@H](C1=CC=CC=C1)NC(=O)[C@H]1[NH2+]C[C@@H](C1)F)F (2S,4R)-2-(((S)-(5-(3,3-difluorocyclobutyl)pyridin-2-yl)(phenyl)methyl)carbamoyl)-4-fluoropyrrolidin-1-ium chloride